CN(CCN)C(C=C)=O methylacryloyl-ethylenediamine